1-[2-chloro-4-(trifluoromethyl)phenyl]-4-{5'-fluoro-2'-methoxy-[2,3'-bipyridin]-5-yl}-N-[(3S)-1-methylpyrrolidin-3-yl]piperidine-4-carboxamide ClC1=C(C=CC(=C1)C(F)(F)F)N1CCC(CC1)(C(=O)N[C@@H]1CN(CC1)C)C=1C=CC(=NC1)C=1C(=NC=C(C1)F)OC